(5-(2-(8-((4-methoxybenzyl)oxy)quinolin-6-yl)ethyl)-1-methyl-1H-pyrazol-3-yl)methylamine COC1=CC=C(COC=2C=C(C=C3C=CC=NC23)CCC2=CC(=NN2C)CN)C=C1